(3-chloro-6-fluorobenzo[b]thiophen-2-yl)(naphthalen-2-yl)methanone ClC=1C2=C(SC1C(=O)C1=CC3=CC=CC=C3C=C1)C=C(C=C2)F